methyl-3,4-epoxycyclohexyl formate C(=O)OC1(CC2C(CC1)O2)C